Tert-butyl ((mesyloxy) carbamate) S(=O)(=O)(C)ONC(OC(C)(C)C)=O